NC1=C(C=C(C=N1)NC(C(=O)N1[C@H](CC([C@@H](C1)C)(F)F)C=1C=CC2=C(N=CS2)C1)=O)C1CC1 |o1:12,15| rel-N-(6-amino-5-cyclopropylpyridin-3-yl)-2-((2R,5R)-2-(benzo[d]thiazol-5-yl)-4,4-difluoro-5-methylpiperidin-1-yl)-2-oxoacetamide